CN1CCC2(CC(=NO2)C(=O)N[C@@H](CCCCCC(CC)=O)C=2NC(=CN2)C2=CC3=CN(N=C3C=C2)C)CC1 (S)-8-methyl-N-(1-(5-(2-methyl-2H-indazol-5-yl)-1H-imidazol-2-yl)-7-oxononyl)-1-oxa-2,8-diazaspiro[4.5]dec-2-ene-3-carboxamide